(S)-2-amino-3-(5-(1-methyl-2-oxoindolin-6-yl)thiophen-2-yl)propionitrile N[C@H](C#N)CC=1SC(=CC1)C1=CC=C2CC(N(C2=C1)C)=O